ClC1=C(C=NN1C)S(=O)(=O)NC=1C=CC(=C2C(=CNC12)C#N)C 5-chloro-N-(3-cyano-4-methyl-1H-indol-7-yl)-1-methyl-pyrazole-4-sulfonamide